Cl.FC1=C(C=CC(=C1)C(C)C)CN (2-fluoro-4-isopropylphenyl)methylamine hydrochloride